BrC=1C=CC=C2C(=CNC12)NC(=O)N1CCN(CC1)C1=CC=CC=C1 N-(7-bromo-1H-indol-3-yl)-4-phenylpiperazine-1-carboxamide